1-methyl-3-(3-((2-((3-methyl-1-(1-methylpyrrolidin-3-yl)-1H-pyrazol-4-yl)amino)-5-(trifluoromethyl)pyrimidin-4-yl)amino)propyl)tetrahydropyrimidin-2(1H)-one CN1C(N(CCC1)CCCNC1=NC(=NC=C1C(F)(F)F)NC=1C(=NN(C1)C1CN(CC1)C)C)=O